C(C)OC(CCCOC1=C(C=C(C=C1F)C1=CC(=CC=C1)OC(C)C)F)=O 4-(3,5-difluoro-3'-isopropoxy-biphenyl-4-yloxy)-butyric acid ethyl ester